ClC=1C=NC=C(C1NC(=O)C1=CC=C(C=2OC3=C(C21)C=C(C=C3)NS(=O)(=O)C)OC(F)F)Cl N-(3,5-dichloro-4-pyridyl)-4-(difluoromethoxy)-8-[(methylsulfonyl)amino]-1-dibenzofuranamide